C(#C)C=1C=C2N(C(C(N(C2=CC1)C1CCN(CC1)C1=NC=C(C=N1)C#N)=O)=O)C 2-(4-(6-ethynyl-4-methyl-2,3-dioxo-3,4-dihydroquinoxalin-1(2H)-yl)piperidin-1-yl)pyrimidine-5-carbonitrile